ClC1=NC(=NC(=C1)CN1C[C@H](CCC1)C)C (S)-4-Chloro-2-methyl-6-((3-methylpiperidin-1-yl)methyl)pyrimidine